2-((S)-3-(4-(7-(((R)-1-(2,4-dichlorophenyl)ethyl)amino)-2-methyl-2H-pyrazolo[4,3-d]pyrimidin-5-yl)piperazin-1-yl)piperidin-1-yl)ethan-1-ol ClC1=C(C=CC(=C1)Cl)[C@@H](C)NC=1C=2C(N=C(N1)N1CCN(CC1)[C@@H]1CN(CCC1)CCO)=CN(N2)C